2,7-dibromo-9,9-didodecylfluorene BrC1=CC=2C(C3=CC(=CC=C3C2C=C1)Br)(CCCCCCCCCCCC)CCCCCCCCCCCC